5-(4-Fluorophenyl)-4-hydroxy-6-methyl-N-[4-[[7-(trifluoromethyl)-1,5-naphthyridin-4-yl]oxy]phenyl]pyridine-3-carboxamide FC1=CC=C(C=C1)C=1C(=C(C=NC1C)C(=O)NC1=CC=C(C=C1)OC1=CC=NC2=CC(=CN=C12)C(F)(F)F)O